ClC=1C=NC=C(C1N1CCN(CC1)C(C1=NN=NN1CC(=O)OC)C1=CC(=CC=C1)O)Cl Methyl 2-(5-((4-(3,5-dichloropyridin-4-yl)piperazin-1-yl)(3-hydroxyphenyl)methyl)-1H-tetrazol-1-yl)acetate